COC(C1=NC=CC=C1C1COCC1)=O (tetrahydrofuran-3-yl)picolinic acid methyl ester